O1CCCC2=CC(=CC=C12)C1=CNC2=NC(=CC=C21)NC2=CC(=CC=C2)N2CCN(CC2)C 3-(Chroman-6-yl)-N-(3-(4-methylpiperazin-1-yl)phenyl)-1H-pyrrolo[2,3-b]pyridin-6-amine